2-(((S)-1-(((S)-1,1-bis(4-chlorophenyl)-1-hydroxypropan-2-yl)amino)-4-methyl-1-oxopentan-2-yl)carbamoyl)-4-methoxypyridin-3-yl isobutyl carbonate C(OC=1C(=NC=CC1OC)C(N[C@H](C(=O)N[C@H](C(O)(C1=CC=C(C=C1)Cl)C1=CC=C(C=C1)Cl)C)CC(C)C)=O)(OCC(C)C)=O